(5S)-5-[(2S)-3-[(3S)-4-(3-Chloro-4-fluoro-phenyl)-3-methyl-piperazin-1-yl]-2-methyl-3-oxo-propyl]-5-methoxymethyl-imidazolidine-2,4-dione ClC=1C=C(C=CC1F)N1[C@H](CN(CC1)C([C@H](C[C@@]1(C(NC(N1)=O)=O)COC)C)=O)C